Cl.N[C@@H](CS)C(=O)N L-Cysteinamide HCl